IC=1C(=NC=NC1)NC(OC(C)(C)C)=O tert-butyl (5-iodopyrimidin-4-yl)carbamate